C1(=CC=CC=C1)[C@@H](NC(OC(C)(C)C)=O)[C@H]1CNC2=CC=CN=C2C1 tert-butyl N-[(S)-phenyl-[(3R)-1,2,3,4-tetrahydro-1,5-naphthyridin-3-yl]methyl]carbamate